ClC=1C(N(N=CC1NC[C@H]1COCCC1)C1=CC=C(C=C1)N(CC(CC)C)C1=CC=C(C=C1)F)=O 4-chloro-2-(4-((4-fluorophenyl)(2-methylbutyl)amino)phenyl)-5-((((S)-tetrahydro-2H-pyran-3-yl)methyl)amino)pyridazin-3(2H)-one